ClC1=NC(=CC(=N1)C(=O)OC)OC methyl 2-chloro-6-methoxypyrimidine-4-carboxylate